O.O.P(=O)([O-])([O-])[O-].[Ca+2].[Ca+2] dicalcium orthophosphate dihydrate